N-(2,2'-dimethyl-3'-(4,4,5,5-tetramethyl-1,3,2-dioxaborolan-2-yl)-[1,1'-biphenyl]-3-yl)-5-formylpicolinamide CC1=C(C=CC=C1NC(C1=NC=C(C=C1)C=O)=O)C1=C(C(=CC=C1)B1OC(C(O1)(C)C)(C)C)C